CC(C)OCCOCC1=CC=C(OCC(C)O)C=C1 3-[4-(2-propan-2-yloxyethoxymethyl)phenoxy]propan-2-ol